C(C(C)C)C=1C=NN2C1NC(C1=C2CNC(C1)C)=O 3-isobutyl-7-methyl-6,7,8,9-tetrahydropyrazolo[1,5-a]pyrido[4,3-e]pyrimidin-5(4H)-one